C(C1=CC=CC=C1)SC1=CC=C(C=C1)NC([C@H](CC1=CC=CC=C1)NC(C1=CN=CC=C1)=O)=O (S)-N-(1-(4-(benzylsulfanyl)phenylamino)-1-oxo-3-phenylprop-2-yl)nicotinamide